NC=1N=C(SC1C(C1=CC=C(C=C1)OCC(NCC1=CC=C(C=C1)C)=O)=O)N(C1=CC=C(C=C1)F)C(C(=O)N)C (N-[4-amino-5-[4-[2-oxo-2-(p-tolylmethylamino)ethoxy]benzoyl]thiazol-2-yl]-4-fluoro-anilino)propionamide